(R)-2-(2-(5-chloro-2-((tetrahydro-2H-pyran-4-yl)amino)pyrimidin-4-yl)-4-oxo-6,7-dihydrothieno[3,2-c]pyridin-5(4H)-yl)-N-((S)-(3-chlorophenyl)-2-hydroxyethyl)propanamide ClC=1C(=NC(=NC1)NC1CCOCC1)C1=CC=2C(N(CCC2S1)[C@@H](C(=O)NC[C@@H](O)C1=CC(=CC=C1)Cl)C)=O